N-methyl-6,7-dihydro-4H-pyrazolo[4,3-c]Pyridine-5-carboxamide formate C(=O)O.CNC(=O)N1CC2=C(CC1)NN=C2